C(C1=CC=CC=C1)OCCN1C(C=2N(C=3N(C(C2C1)=O)N=C(C3)C(C)(C)C)CC(=O)OCC)=O ethyl {6-[2-(benzyloxy)ethyl]-2-tert-butyl-5,8-dioxo-5,6,7,8-tetrahydro-4H-pyrazolo[1,5-a]pyrrolo[3,4-d]pyrimidin-4-yl}acetate